5-({5-[3-(3,3-difluorocyclobutyl)-1,2,4-oxadiazol-5-yl]-4-{[(1S)-2-hydroxy-1-phenylethyl]amino}pyrimidin-2-yl}amino)-3,3-dimethyl-1,3-dihydro-2-benzofuran-1-one FC1(CC(C1)C1=NOC(=N1)C=1C(=NC(=NC1)NC1=CC2=C(C(OC2(C)C)=O)C=C1)N[C@H](CO)C1=CC=CC=C1)F